C(#N)C1=CC=C(COC2=CC=CC(=N2)C2=CC(=C(CC3=NC4=C(N3[C@@H]3COCC3(C)C)C=C(C=C4F)C(=O)O)C=C2F)F)C=C1 (S)-2-(4-(6-((4-cyanobenzyl)oxy)pyridin-2-yl)-2,5-difluorobenzyl)-1-(4,4-dimethyltetrahydrofuran-3-yl)-4-fluoro-1H-benzo[d]imidazole-6-carboxylic acid